ClC=1C=C(CNC2=NC(=NC3=CC=C(C=C23)C=2C(=NOC2C)C)C(=O)NCC=2C(=NOC2C)C)C=CC1 4-((3-chlorobenzyl)amino)-6-(3,5-dimethylisoxazol-4-yl)-N-((3,5-dimethyl-isoxazol-4-yl)methyl)quinazoline-2-carboxamide